5-(3-chloro-1-(1-cyclopropoxy-1-phenyl-2-((tetrahydro-2H-pyran-2-yl)oxy)ethyl)isoquinolin-7-yl)-1,3-dimethylpyridine-2(1H)-one ClC=1N=C(C2=CC(=CC=C2C1)C=1C=C(C(N(C1)C)=O)C)C(COC1OCCCC1)(C1=CC=CC=C1)OC1CC1